FC(S(=O)(=O)NC(=NC(C(=C)N1C(C2=CC=CC=C2C1=O)=O)=O)SC)F N-[(Difluoromethylsulfonylamino)-methylsulfanyl-methylene]-2-(1,3-dioxoisoindolin-2-yl)propenamide